Ortho-anisaldehyde C(C=1C(=CC=CC1)OC)=O